6-(4-chlorophenyl)-2-(4-methylbenzyl)pyridazin-3(2H)-one ClC1=CC=C(C=C1)C=1C=CC(N(N1)CC1=CC=C(C=C1)C)=O